di(cyclopentadienyl)-bis[2,6-difluoro-3-((2,2-dimethyl-3-ethoxypropanoylamino)methyl)phenyl]titanium C1(C=CC=C1)[Ti](C1=C(C(=CC=C1F)CNC(C(COCC)(C)C)=O)F)(C1=C(C(=CC=C1F)CNC(C(COCC)(C)C)=O)F)C1C=CC=C1